(7-bromo-1-(hydroxymethyl)-4-oxo-3,4-dihydropyrido[3,4-d]pyridazin-5-yl)(Methyl)carbamic acid tert-butyl ester C(C)(C)(C)OC(N(C)C1=NC(=CC2=C1C(NN=C2CO)=O)Br)=O